COC1=C(CN2C(NC3=C2C=CC=C3C)=O)C=CC=C1 (2-methoxybenzyl)-4-methyl-1,3-dihydro-2H-benzo[d]imidazol-2-one